1H-indole-5-thioamide N1C=CC2=CC(=CC=C12)C(N)=S